NC1=NC=C(C=N1)C=1C=CC=2C3=C(NC2C1)C(=CN=C3N[C@@H](C(F)(F)F)C3CC3)C(=O)N 7-(2-aminopyrimidin-5-yl)-1-{[(1R)-1-cyclopropyl-2,2,2-trifluoroethyl]amino}-5H-pyrido[4,3-b]indole-4-carboxamide